FC1=C(C=CC(=C1F)C)S(=O)(=O)Cl 2,3-difluoro-4-methyl-benzenesulfonyl chloride